[Zn].[Pb].[S] sulfur lead-zinc